C12C(CC(CC1)O2)CN2C=[N+](C=C2)CC2C1CCC(C2)O1 1,3-bis{(7-oxabicyclo[2.2.1]heptan-2-yl)methyl}imidazolium